CC1C(=O)OC1C 2,3-dimethyl-β-propiolactone